trityl benzenesulfonate C1(=CC=CC=C1)S(=O)(=O)OC(C1=CC=CC=C1)(C1=CC=CC=C1)C1=CC=CC=C1